BrC=1C(=NN(N1)C)C(O)C=1N=C2N(C=C(N=C2)C)C1 (5-bromo-2-methyl-2H-1,2,3-triazol-4-yl)(6-methylimidazo[1,2-a]pyrazin-2-yl)methanol